COC=1C=C(C=C(C1)N1C=NC(=C1)C)NC1=CC=NC2=CC=C(C=C12)C(F)(F)F N-(3-Methoxy-5-(4-Methyl-1H-imidazol-1-yl)phenyl)-6-(trifluoromethyl)quinolin-4-amine